(4S)-4-((R)-1,1-dimethylethylsulfonamido)-3-methyl-2-oxa-8-azaspiro[4.5]decane-8-carboxylic acid tert-butyl ester C(C)(C)(C)OC(=O)N1CCC2([C@@H](C(OC2)C)NS(=O)(=O)C(C)(C)C)CC1